1,2-diethyl-imidazole C(C)N1C(=NC=C1)CC